C1(=CC=CC=C1)/C=C/C1=CC=CC=C1 Trans-diphenylethylene